OC1=CC=C(C=C2C(N(C(S2)=NN=C2C(NC3=CC=C(C=C23)C)=O)C2=CC=C(C=C2)OC)=O)C=C1 3-(2-(5-(4-hydroxybenzylidene)-3-(4-methoxyphenyl)-4-oxothiazolidin-2-ylidene)hydrazono)-5-methyl-1H-indol-2-one